BrC(=C)C=C 2-bromo-1,3-butadiene